COC=1C(=C(C=CC1)C(C(=O)O)N1CC(C1)OCCCCCC1=NC=2NCCCC2C=C1)C(=C)C 3-methoxy-2-(prop-1-en-2-yl)phenyl-2-(3-((5-(5,6,7,8-tetrahydro-1,8-naphthyridin-2-yl)pentyl)oxy)azetidin-1-yl)acetic acid